N-cyclopentyl-2-(1H-imidazol-1-yl)pyrimidine-4-carboxamide C1(CCCC1)NC(=O)C1=NC(=NC=C1)N1C=NC=C1